N-(3-(dimethylamino)cyclobutyl)-3-(2-(4-(4-ethoxy-6-[(4-methoxyphenyl)methoxy]pyridin-3-yl)-2-fluorophenyl)acetamido)-5-(trifluoromethyl)benzamide CN(C1CC(C1)NC(C1=CC(=CC(=C1)C(F)(F)F)NC(CC1=C(C=C(C=C1)C=1C=NC(=CC1OCC)OCC1=CC=C(C=C1)OC)F)=O)=O)C